C1=CC=C(C=C1)CNC2=NC=NC3=C2NC=N3 6-(N-benzyl)aminopurine